COC(=O)[C@H]1N([C@@H]2C[C@@H]2C1)C(=O)C1(CC1)C1=CC=C(C=C1)OC(F)(F)F (1R,3S,5R)-2-[1-[4-(Trifluoromethoxy)phenyl]cyclopropanecarbonyl]-2-azabicyclo[3.1.0]hexane-3-carboxylic acid methyl ester